3-(2-(4-methoxybenzoyl)-1,2,3,4-tetrahydroisoquinolin-5-yl)-3-(4-methoxyphenyl)phenylpropionic acid ethyl ester C(C)OC(C(C)C=1CC(C=CC1)(C1=CC=C(C=C1)OC)C1=C2CCN(CC2=CC=C1)C(C1=CC=C(C=C1)OC)=O)=O